4-(5-Chloro-2-(difluoromethoxy)phenyl)-N-(6-(4-cyanophenyl)thiazolo[4,5-b]pyrazine-2-yl)-6-methylpyridine-3-carboxamide ClC=1C=CC(=C(C1)C1=C(C=NC(=C1)C)C(=O)NC=1SC=2C(=NC=C(N2)C2=CC=C(C=C2)C#N)N1)OC(F)F